2-(((1R)-1-(2-cyano-3-(1-isopropyl-7,7-dioxido-7-thia-2-azaspiro[3.5]-nonan-2-yl)-7-methylquinoxalin-5-yl)ethyl)amino)benzoic acid C(#N)C1=NC2=CC(=CC(=C2N=C1N1C(C2(C1)CCS(CC2)(=O)=O)C(C)C)[C@@H](C)NC2=C(C(=O)O)C=CC=C2)C